CN1CCN(CC1)C1=CC=C(C=C1)NC(=O)C=1C(NC=CC1N[C@@H]1CCCC2=CC=CC=C12)=O (R)-N-(4-(4-Methylpiperazin-1-yl)phenyl)-2-oxo-4-((1,2,3,4-tetrahydronaphthalen-1-yl)amino)-1,2-dihydropyridine-3-carboxamide